((3R,4R)-4-(((5-fluoro-6-(((1s,3R)-3-fluorocyclobutyl)(4-(trifluoromethyl)benzyl)amino)pyrimidin-4-yl)amino)methyl)-3-hydroxypiperidin-1-yl)acetamide FC=1C(=NC=NC1N(CC1=CC=C(C=C1)C(F)(F)F)C1CC(C1)F)NC[C@@H]1[C@H](CN(CC1)CC(=O)N)O